5-(5-(5-Thioxo-4,5-dihydro-1,2,4-oxadiazol-3-yl)pyridin-3-yl)-1,5-dihydro-2H-naphtho[1,2-b][1,4]diazepine-2,4(3H)-dione triethylamine salt C(C)N(CC)CC.S=C1NC(=NO1)C=1C=C(C=NC1)N1C2=C(NC(CC1=O)=O)C1=CC=CC=C1C=C2